(bromomethyl)-1-(4-bromophenyl)-3-phenyl-1H-pyrazole BrCC=1C(=NN(C1)C1=CC=C(C=C1)Br)C1=CC=CC=C1